C(N)(=N)C=1C=C(SC1)[C@@H](C)NC(=O)[C@H]1N(CC2(OCCO2)C1)C(CNC(=O)C1=CC=C(C=C1)C1=C(C=C(C=C1)Cl)F)=O (S)-N-((R)-1-(4-carbamimidoylthiophen-2-yl)ethyl)-7-((4'-chloro-2'-fluoro-[1,1'-biphenyl]-4-carbonyl)glycyl)-1,4-dioxa-7-azaspiro[4.4]nonane-8-carboxamide